2-methyl-4-phenylbut-3-en-2-ol CC(C)(C=CC1=CC=CC=C1)O